5-(3,5-difluorobenzyl)-1H-pyrazolo[3,4-c]pyridine FC=1C=C(CC=2C=C3C(=CN2)NN=C3)C=C(C1)F